2-[5-Methyl-3-[[(3R)-3-piperidyl]amino]-1,2,4-triazin-6-yl]-5-(trifluoromethyl)phenol CC=1N=C(N=NC1C1=C(C=C(C=C1)C(F)(F)F)O)N[C@H]1CNCCC1